NC=1C=C(C=CC1F)C=1C=NC=2N(C1)C=C(N2)COC2=CC=CC=C2 6-(3-amino-4-fluorophenyl)-2-phenoxymethylimidazo[1,2-a]pyrimidine